FC(C1=NC(=CC(=C1)C1=NN(C=N1)/C=C(/C(=O)N1NC(CC1)=O)\C=1C=NC=NC1)C(F)(F)F)(F)F (E)-1-(3-(3-(2,6-bis(trifluoromethyl)pyridin-4-yl)-1H-1,2,4-triazol-1-yl)-2-(Pyrimidin-5-yl)acryloyl)pyrazolidin-3-one